(4-(4-(benzo[c][1,2,5]oxadiazol-5-yloxy)piperidin-1-yl)-6-chloro-5-methylpyrimidin-2-yl)methanol N=1ON=C2C1C=CC(=C2)OC2CCN(CC2)C2=NC(=NC(=C2C)Cl)CO